(4-(4-(1-methyl-1H-indazol-5-yl)phenyl)piperazin-1-yl)(6-methylpyridin-3-yl)methanone CN1N=CC2=CC(=CC=C12)C1=CC=C(C=C1)N1CCN(CC1)C(=O)C=1C=NC(=CC1)C